methyl 3-(6,7-dimethyl-4-oxo-4H-chromen-2-yl)benzoate CC=1C=C2C(C=C(OC2=CC1C)C=1C=C(C(=O)OC)C=CC1)=O